C(C)(=O)OCC([C@H](C(=O)NCCC(=O)NCCSC(/C=C/C(=O)OC)=O)O)(C)C methyl (2E)-4-[(2-[3-[(2R)-4-(acetyloxy)-2-hydroxy-3,3-dimethylbutanamido] propanamido]ethyl)sulfanyl]-4-oxobut-2-enoate